CC(CC1=CC(=CC=C1)C(F)(F)F)(C)NC([C@H](C)NC(OC(C)(C)C)=O)=O tert-butyl (S)-(1-((2-methyl-1-(3-(trifluoromethyl)phenyl)propan-2-yl)amino)-1-oxopropan-2-yl)carbamate